1-[({4-(4-acetylpiperazinyl)-1-[5-(difluoromethyl)(1,3,4-thiadiazol-2-yl)]-1H-indazol-6-yl}sulfonyl)amino]cyclopropanecarbonitrile C(C)(=O)N1CCN(CC1)C1=C2C=NN(C2=CC(=C1)S(=O)(=O)NC1(CC1)C#N)C=1SC(=NN1)C(F)F